Cl.NC=1SC=C(N1)CC(=O)N1CCC(CC1)N1CCCCC1 2-(2-amino-1,3-thiazol-4-yl)-1-(1,4'-bipiperidin-1'-yl)ethanone hydrochloride